4-[5-(cyclopropylmethoxy)-2-methylsulfonylpyridin-4-yl]-2-methylisoquinolin-1-one C1(CC1)COC=1C(=CC(=NC1)S(=O)(=O)C)C1=CN(C(C2=CC=CC=C12)=O)C